FC(C1=C(N)C(=CC=C1)Cl)(F)F 2-trifluoromethyl-6-chloroaniline